[(1S,3R,7S,8S,8aR)-8-[2-[(2R,4R)-4-hydroxy-6-oxooxan-2-yl]ethyl]-3,7-dimethyl-1,2,3,7,8,8a-hexahydronaphthalen-1-yl] 2,2-dimethylbutanoate CC(C(=O)O[C@H]1C[C@H](C=C2C=C[C@@H]([C@@H]([C@@H]12)CC[C@H]1OC(C[C@@H](C1)O)=O)C)C)(CC)C